BrC1=CC=C2C(N(C=NC2=C1)C1CCN(CC1)C(=O)OC(C)(C)C)=O tert-butyl 4-(7-bromo-4-oxoquinazolin-3(4H)-yl)piperidine-1-carboxylate